ClC1=CC(=C(C=C1)C(=O)C1=C(C=CC=C1)C(OCC)OCC)ON=C(C)C {4-chloro-2-[(propan-2-ylideneamino)oxy]phenyl}[2-(diethoxymethyl)phenyl]methanone